S1C(=NC2=C1C=CC=C2)NC(=O)C2=C(C=C(C=C1CCN(CC1)C(=O)NC1=CC=C(C=C1)C(F)(F)F)C=C2F)F 4-(4-(benzo[d]thiazol-2-ylcarbamoyl)-3,5-difluorobenzylidene)-N-(4-(trifluoromethyl)phenyl)piperidine-1-carboxamide